(S)-N-(3-(5-chloro-2-methoxyphenyl)-1-(2-hydroxy-3-methoxypropyl)-1H-pyrazol-4-yl)pyrazolo[1,5-a]pyrimidine-3-carboxamide ClC=1C=CC(=C(C1)C1=NN(C=C1NC(=O)C=1C=NN2C1N=CC=C2)C[C@@H](COC)O)OC